BrC1=C2CC(C(C2=CC=C1)=O)(C)C 4-bromo-2,2-dimethyl-2,3-dihydro-1H-inden-1-one